N-(3-fluorophenethyl)-2-((5-((naphthalen-2-yloxy)methyl)-1,3,4-oxadiazol-2-yl)thio)acetamide FC=1C=C(CCNC(CSC=2OC(=NN2)COC2=CC3=CC=CC=C3C=C2)=O)C=CC1